ClC1=CC(=NC(=N1)C=1C=NC=CC1)N1CCC2(CCN(C2=O)C)CC1 8-(6-chloro-2-(pyridin-3-yl)pyrimidin-4-yl)-2-methyl-2,8-diazaspiro[4.5]decan-1-one